2-chloro-N4-(3-(pyridin-3-yl)benzyl)quinolin-3,4-diamine ClC1=NC2=CC=CC=C2C(=C1N)NCC1=CC(=CC=C1)C=1C=NC=CC1